ClC1=C2C(=CC(=C1)O2)CC 2-chloro-6-ethyl-1,4-Phenylene ether